N-((2S)-1-((2-(2-acryloylhydrazineyl)-2-oxo-1-phenylethyl)amino)-3,3-dimethyl-1-oxobutan-2-yl)-4-amino-3-chlorobenzamide C(C=C)(=O)NNC(C(C1=CC=CC=C1)NC([C@H](C(C)(C)C)NC(C1=CC(=C(C=C1)N)Cl)=O)=O)=O